(S)-quinuclidin-3-yl (5-(2,3,4-trifluorophenyl)-2,3-dihydro-1H-inden-1-yl)carbamat FC1=C(C=CC(=C1F)F)C=1C=C2CCC(C2=CC1)NC(O[C@@H]1CN2CCC1CC2)=O